(R)-3-(benzyloxy)-2-((2-oxo-4-(o-tolyl)-2H-chromen-7-yl)oxy)propanoic acid C(C1=CC=CC=C1)OC[C@H](C(=O)O)OC1=CC=C2C(=CC(OC2=C1)=O)C1=C(C=CC=C1)C